5-(5,6-Diaminopyridin-2-yl)-2-fluoro-N-(4-(tosylmethyl)phenyl)benzamide NC=1C=CC(=NC1N)C=1C=CC(=C(C(=O)NC2=CC=C(C=C2)CS(=O)(=O)C2=CC=C(C)C=C2)C1)F